S1CN(CC1)CC(=O)O 3-thiazolidinyl-acetic acid